C(CCCCCCCC)(=O)C(O)[C@H](O)[C@@H](O)[C@](O)([C@H](O)COC(CCCCCCCC)=O)C(CCCCCCCC)=O 1,4,6-O-trinonanoyl-sorbitol